4,4'-dioxa-3,3'-biphenyldicarboxylate C1(C=C(OC=C1)C(=O)[O-])=C1C=C(OC=C1)C(=O)[O-]